sodium docosansulfonate 3-Pentyloctyl-8-((3-aminopropyl)(8-oxo-8-((3-propylhexyl)oxy)octyl)amino)octanoate C(CCCC)C(CCOC(CCCCCCCN(CCCCCCCC(OCCC(CCC)CCC)=O)CCCN)=O)CCCCC.C(CCCCCCCCCCCCCCCCCCCCC)S(=O)(=O)[O-].[Na+]